C(CCCCCCCCCCCCC)N1C(=C(C(C2=C(C=C(C=C12)OC)OC1OCCCC1)=O)OC1OCCCC1)C1=CC(=C(C=C1)OC1OCCCC1)OC N-tetradecyl-2-(3-methoxy-4-tetrahydropyranyloxyphenyl)-7-methoxy-3,5-ditetrahydropyranyloxyquinolin-4-one